C(=CC1=CC=CC=C1)C1C(COC(C(=C)C)=O)O1 styreneglycidyl-methacrylate